1-(6-Bromo-2,4-diisopropyl-3-pyridyl)-6-chloro-4-[(2S,5R)-2,5-dimethyl-4-prop-2-enoyl-piperazin-1-yl]-7-(2-fluoro-phenyl)pyrido[2,3-d]pyrimidin-2-one BrC1=CC(=C(C(=N1)C(C)C)N1C(N=C(C2=C1N=C(C(=C2)Cl)C2=C(C=CC=C2)F)N2[C@H](CN([C@@H](C2)C)C(C=C)=O)C)=O)C(C)C